C12(CC(C1)C2)CC(=O)O 2-(1-bicyclo[1.1.1]pentyl)acetic acid